C(C1=CC=CC=C1)(C1=CC=CC=C1)(C1=CC=CC=C1)OC[C@H]1OCC2=NOC[C@@H]21 (3aR,4S)-4-((trityloxy)methyl)-3,3a,4,6-tetrahydrofuro[3,4-c]isoxazole